N1=CC(=CC=C1)OCCCCCCC1=CC=C(C=C1)NC(=O)N1CCNCC1 N-(4-(6-(pyridin-3-yloxy)hexyl)phenyl)piperazine-1-carboxamide